N-Methyl-5-[5-(1H-pyrazol-1-yl)pyrazin-2-yl]-N-(2,2,6,6-tetramethylpiperidin-4-yl)[1,3]thiazolo[5,4-d][1,3]thiazol-2-amin CN(C=1SC=2N=C(SC2N1)C1=NC=C(N=C1)N1N=CC=C1)C1CC(NC(C1)(C)C)(C)C